7-(1-(adamantan-1-ylmethyl)-1H-pyrazol-4-yl)-3-(5-methyl-6-(pyridin-2-ylamino)pyridazin-3-yl)imidazo[1,2-a]pyridine-8-carboxylic acid C12(CC3CC(CC(C1)C3)C2)CN2N=CC(=C2)C2=C(C=3N(C=C2)C(=CN3)C=3N=NC(=C(C3)C)NC3=NC=CC=C3)C(=O)O